NC=1C=2N(C(=C(N1)C1=C(C#N)C=CC=C1)C=1C=CC=3N(C1)C=CN3)N=CN2 (8-amino-5-(imidazo[1,2-a]pyridin-6-yl)-[1,2,4]triazolo[1,5-a]pyrazin-6-yl)benzonitrile